[N+](=O)([O-])C1=CC2=CN(N=C2C=C1C(=O)OC)C1CC(C1)COC(C(F)(F)F)=O methyl 5-nitro-2-((1r,3r)-3-((2,2,2-trifluoroacetoxy)methyl)cyclobutyl)-2H-indazole-6-carboxylate